O(C#N)C1=CC=CC2=CC=CC=C12 1-Cyanatonaphthalene